COC(=O)C1=C(N=C(S1)N1N=C(N=C1[C@H](C)NC(C1=CC(=CC(=C1)C(F)(F)F)Cl)=O)C)C methyl-2-[5-[(1S)-1-[[3-chloro-5-(trifluoromethyl)benzoyl]amino]ethyl]-3-methyl-1,2,4-triazol-1-yl]thiazole-5-carboxylic acid methyl ester